CC1=NC2=CC=CC=C2N=C1 2-methylquinoxalin